methyl 3-bromo-4-fluoro-benzoate BrC=1C=C(C(=O)OC)C=CC1F